C1(CCCCC1)C(C=1C(N(C2=CC=CC=C2N1)CC=C)=O)O 3-(cyclohexyl-(hydroxy)methyl)-1-allylquinoxalin-2(1H)-one